ClC1=CC=C(C=N1)C(C)CS([O-])=NC#N {[1-(6-chloropyridin-3-yl)ethyl](methyl)oxido-λ4-sulfanylidene}cyanamide